6-methoxypyridazin COC1=CC=CN=N1